O1[C@H](COCC1)CN1CC2=CC=CC=C2C(=N1)C1=CC=C(C=C1)Cl (S)-N-((1,4-dioxan-2-yl)methyl)-4-(4-chlorophenyl)phthalazin